2-(furan-2-yl)-4-((methylamino)methyl)phenylthiophene-3-sulfonamide O1C(=CC=C1)C1=C(C=CC(=C1)CNC)C=1SC=CC1S(=O)(=O)N